4-cyclopropoxy-N-(3,5-difluoro-4-{[7-(2-methoxyethoxy)quinolin-4-yl]oxy}phenyl)pyridine-3-carboxamide C1(CC1)OC1=C(C=NC=C1)C(=O)NC1=CC(=C(C(=C1)F)OC1=CC=NC2=CC(=CC=C12)OCCOC)F